OP(O)OP(O)O.C(C)(C)(C)C1=C(C(=CC(=C1)C)C(C)(C)C)C(O)(C(CO)(CO)CO)C1=C(C=C(C=C1C(C)(C)C)C)C(C)(C)C bis(2,6-Di-tertiary-butyl-4-methylphenyl)pentaerythritol diphosphite